(3R)-3-amino-5-[(4-chlorophenyl)methyl]-8-fluoro-7-[5-(3-meth-ylsulfonyl-3-azabicyclo-[4.1.0]heptan-1-yl)-1,3,4-oxadiazol-2-yl]-1,1-dioxo-2,3-dihydro-1λ6,5-benzothiazepin-4-one N[C@H]1CS(C2=C(N(C1=O)CC1=CC=C(C=C1)Cl)C=C(C(=C2)F)C=2OC(=NN2)C21CN(CCC1C2)S(=O)(=O)C)(=O)=O